N,N-dimethyl-1-(4-(9-(4-(dimethylamino)piperidin-1-yl)benzo[4,5]imidazo[1,2-a]pyridin-2-yl)phenyl)piperidin-4-amine CN(C1CCN(CC1)C1=CC=C(C=C1)C=1C=CC=2N(C1)C1=C(N2)C=CC=C1N1CCC(CC1)N(C)C)C